(S)-N-(7-(3-hydroxy-3-methylbut-1-yn-1-yl)-5-methyl-4-oxo-2,3,4,5-tetrahydrobenzo[b][1,4]oxazepin-3-yl)-4-(thiazol-4-ylmethyl)picolinamide OC(C#CC1=CC2=C(OC[C@@H](C(N2C)=O)NC(C2=NC=CC(=C2)CC=2N=CSC2)=O)C=C1)(C)C